methoxy-6-nitroindazole COC1=NNC2=CC(=CC=C12)[N+](=O)[O-]